IC\C(\C)=C/CCC(C)CCO iodocitronellol